CN(C)\C=C\1/C(C(N(CC1)C(=O)OC(C)(C)C)C)=O tert-butyl (4Z)-4-[(dimethylamino)methylidene]-2-methyl-3-oxopiperidine-1-carboxylate